2-(4,5-dibromo-1H-imidazol-2-yl)piperidine-1-carboxylic acid tert-butyl ester C(C)(C)(C)OC(=O)N1C(CCCC1)C=1NC(=C(N1)Br)Br